(R)-1-(2-(3-fluoroazetidin-1-yl)pyrimidin-5-yl)-3-(2,2,2-trifluoro-1-(5-fluoro-3-methylbenzofuran-2-yl)ethyl)urea FC1CN(C1)C1=NC=C(C=N1)NC(=O)N[C@@H](C(F)(F)F)C=1OC2=C(C1C)C=C(C=C2)F